5-(3-isopropyl-5-(1-propylpiperidin-4-yl)-1H-indol-2-yl)-3-(2-methoxypyrimidin-5-yl)-1-methylpyridin-2(1H)-one C(C)(C)C1=C(NC2=CC=C(C=C12)C1CCN(CC1)CCC)C=1C=C(C(N(C1)C)=O)C=1C=NC(=NC1)OC